ClC1=C(C=2N=C(N=C(C2C=N1)N1C[C@@H](N(CC1)C(=O)OCC1=CC=CC=C1)CC#N)OC[C@H]1N(CCC1)C)F benzyl (2S)-4-[7-chloro-8-fluoro-2-[[(2S)-1-methyl pyrrolidin-2-yl]methoxy]pyrido[4,3-d]pyrimidin-4-yl]-2-(cyanomethyl)piperazine-1-carboxylate